3,4-dihydro-2-[3-[(2-pentyldecyl)oxy]-2-(sulfooxy)propyl]isoquinolinium C(CCCC)C(COCC(C[N+]1=CC2=CC=CC=C2CC1)OS(=O)(=O)O)CCCCCCCC